N[C@H](CC=1OC2=C(C=C(N=C2C1Br)Cl)NCC1=CC=CS1)C#CC 2-[(R)-2-amino-3-pentynyl]-3-bromo-5-chloro-7-thenylamino-1-oxa-4-azaindene